C(C)(C)(C)OC(=O)N\C(=N/C(=O)OC(C)(C)C)\NC1=CC=C(C(=O)OC=2C=3N(C(=CC2)CC(NCC(=O)OC(C)(C)C)=O)N=CN3)C=C1 5-({[2-(tert-butoxy)-2-oxoethyl]carbamoyl}methyl)-[1,2,4]triazolo[1,5-a]pyridin-8-yl 4-{[(1Z)-{[(tert-butoxy)carbonyl]amino}({[(tert-butoxy)carbonyl]imino})methyl]amino}benzoate